CC=1C=C(C=2N(C(C=C(N2)N2CCOCC2)=O)C1)[C@@H](C)NC1=C(C(=O)O)C=CC=C1 (R)-2-((1-(7-methyl-2-morpholino-4-oxo-4H-pyrido[1,2-a]pyrimidin-9-yl)ethyl)amino)benzoic acid